The molecule is the stable isotope of sulfur with relative atomic mass 31.972071. The most abundant (95.02 atom percent) isotope of naturally occurring sulfur. [32SH2]